B([O-])(F)F.C(C)[N+](C)(C)CC diethyldimethylammonium difluoroborate